N-Benzyloxycarbonyl-L-leucylnorleucinal C(C1=CC=CC=C1)OC(=O)N[C@@H](CC(C)C)C(=O)N[C@@H](CCCC)C=O